N1=CN=CC2=C1N1C(C=C2)=NC(=C1)C(=O)O imidazo[1',2':1,6]pyrido[2,3-d]pyrimidine-8-carboxylic acid